6-[(2-iodothiophen-3-yl)methyl]adenosine ethyl-1-(4-(1,4-dimethyl-1H-pyrazol-5-yl)-5-fluoropyrimidin-2-yl)piperidine-4-carboxylate C(C)C1N(CCC(C1)C(=O)OC[C@@H]1[C@H]([C@H]([C@@H](O1)N1CN=C2C(N)(N=CN=C12)CC1=C(SC=C1)I)O)O)C1=NC=C(C(=N1)C1=C(C=NN1C)C)F